(S)-(+)-(3,5-dioxa-4-phospha-cyclohepta[2,1-a:3,4-a']dinaphthalen-4-yl)bis[(1R)-1-phenylethyl]amine C1=CC2=C(C=3C=CC=CC13)C=1C(=CC=C3C=CC=CC13)OP(O2)N([C@H](C)C2=CC=CC=C2)[C@H](C)C2=CC=CC=C2